CN(/C=C/C(C(=O)OC)=O)C methyl (E)-4-(dimethylamino)-2-oxo-but-3-enoate